tert-butyl N-[(2S)-1-(methanesulfonyloxy)propan-2-yl]carbamate CS(=O)(=O)OC[C@H](C)NC(OC(C)(C)C)=O